4-(N-carbazolyl)phenylboronic acid C1=CC=CC=2C3=CC=CC=C3N(C12)C1=CC=C(C=C1)B(O)O